(1S,4S)-4-((5-amino-2-(4-methyltetrahydro-2H-pyran-4-yl)pyrimidin-4-yl)amino)-N,N-dimethylcyclohexane-1-carboxamide NC=1C(=NC(=NC1)C1(CCOCC1)C)NC1CCC(CC1)C(=O)N(C)C